CC1=CC(=NC(=N1)C=1C=NC(=CC1)N1CCC(CC1)OC=1C=NC(=CC1)C)NC1=NNC(=C1)C 6-methyl-N-(5-methyl-1H-pyrazol-3-yl)-2-(6-(4-((6-methylpyridin-3-yl)oxy)piperidin-1-yl)pyridin-3-yl)pyrimidin-4-amine